3-((R)-1-hydroxy-2-(2-((2-methoxyethyl)(methyl)amino)-6-(oxetan-3-ylamino)pyrimidine-4-carboxamido)ethyl)-7-(methoxymethoxy)-3,4-dihydroisoquinoline O[C@H](CNC(=O)C1=NC(=NC(=C1)NC1COC1)N(C)CCOC)C1N=CC2=CC(=CC=C2C1)OCOC